C(C(C)(C)C)(=O)OC1CN(CC=C1)C1C(CCCC1)OC 1-(2-methoxycyclohexyl)-1,2,3,6-tetrahydropyridin-3-yl pivalate